3-(4-(tert-butoxycarbonyl)phenyl)-4-((4,4,5,5-tetramethyl-1,3,2-dioxaborolan-2-yl)methyl)piperidine-1-carboxylate C(C)(C)(C)OC(=O)C1=CC=C(C=C1)C1CN(CCC1CB1OC(C(O1)(C)C)(C)C)C(=O)[O-]